FC1(CC(C1)NC(=O)C=1C=CC(=NC1)C=1N=NN(C1NC(O[C@H](C)C=1C(=NC=CC1)Cl)=O)C)F (R)-1-(2-chloro-pyridin-3-yl)-ethyl (4-(5-((3,3-difluoro-cyclobutyl)-carbamoyl)-pyridin-2-yl)-1-methyl-1H-1,2,3-triazol-5-yl)carbamate